3-(3-bromo-1H-1,2,4-triazol-5-yl)-3-(3-chlorophenoxy)propan-1-ol BrC1=NNC(=N1)C(CCO)OC1=CC(=CC=C1)Cl